CC1=C(C(=CC(=C1)C)C)S(=O)(=O)[O-].[Na+] sodium 2,4,6-trimethylbenzenesulfonate